5-(Difluoromethoxy)-6'-(((1S,3S)-3-(oxazolo[5,4-b]pyridin-2-ylamino)cyclopentyl)amino)-2H-[1,3'-bipyridin]-2-one FC(OC=1C=CC(N(C1)C=1C=NC(=CC1)N[C@@H]1C[C@H](CC1)NC=1OC2=NC=CC=C2N1)=O)F